[N+](=O)([O-])C[NH3+] nitromethyl-ammonium